oxobut-2-en O=CC=CC